OC1=CC=CC=2OC(OC(C21)=O)(C)C 5-hydroxy-2,2-dimethyl-2,4-dihydro-1,3-benzodioxin-4-one